BrC1=CC=C(C=C1)[C@H]1C[C@H](CN(C1)C)NC(OC(C)(C)C)=O tert-Butyl ((3R,5R)-5-(4-bromophenyl)-1-methylpiperidin-3-yl)carbamate